5-bromo-7-chloro-2,3-dihydro-1H-inden-1-ol BrC=1C=C2CCC(C2=C(C1)Cl)O